ClC1=NC=C(C(=C1)C1=CC(=[N+](C=C1C(NC=1SC(=NN1)OC)=O)[O-])C)OC 2'-chloro-5'-methoxy-5-((5-methoxy-1,3,4-thiadiazol-2-yl)carbamoyl)-2-methyl-(4,4'-bipyridine) 1-oxide